FC1=CC=C(C=C1)C1N(C(OC1)=O)C(\C=C\C1=C(C=CC=C1)OC1=CC=CC=C1)=O (E)-4-(4'-fluorophenyl)-3-(3-(2-phenoxyphenyl)acryloyl)oxazolidin-2-one